Prop-2-en-1-yl (2-{[(6S)-6-({[tert-butyl(dimethyl)silyl]oxy}methyl)-5-azaspiro[2.4]hept-5-yl]carbonyl}-4-methoxy-5-{[tri(propan-2-yl)silyl]oxy}phenyl)carbamate [Si](C)(C)(C(C)(C)C)OC[C@H]1N(CC2(CC2)C1)C(=O)C1=C(C=C(C(=C1)OC)O[Si](C(C)C)(C(C)C)C(C)C)NC(OCC=C)=O